FC1CC2=C(CCC1=O)C=CC=C2 6-fluoro-5,6,8,9-tetrahydro-7H-benzo[7]annulen-7-one